C1(CC1)C=1N=CC=2C3=C(C=C(C2C1)S(=O)(=O)NCC(C)(C)F)CCC3NC=3C=NC=C(C3)OC 3-cyclopropyl-N-(2-fluoro-2-methylpropyl)-9-[(5-methoxypyridin-3-yl)amino]-8,9-dihydro-7H-cyclopenta[h]isoquinoline-5-sulfonamide